P(O)(N)OC[C@@H]1[C@H]([C@]([C@@H](O1)N1C(=O)N(C(=O)C=C1)C(C1=CC=CC=C1)=O)(O)OC)O N3-benzoyl-2'-methoxyuridine phosphoramidite